N-(3,5-Dimethyl-4H-1,2,4-triazol-4-yl)-10H-phenothiazine-10-carboxamide CC1=NN=C(N1NC(=O)N1C2=CC=CC=C2SC=2C=CC=CC12)C